4-amino-N-methyl-3-(trifluoromethyl)benzamide NC1=C(C=C(C(=O)NC)C=C1)C(F)(F)F